5-[6-methyl-5-(6-oxa-3-azabicyclo[3.1.1]heptan-3-yl)pyridazin-3-yl]-1H-pyrimidine-2,4-dione CC1=C(C=C(N=N1)C=1C(NC(NC1)=O)=O)N1CC2OC(C1)C2